3-chloro-2-(2,2-dimethoxyethoxy)-5-[1-methyl-1-[4-[(2-methylsulfanylpyrimidin-4-yl)methoxy]phenyl]ethyl]benzonitrile ClC=1C(=C(C#N)C=C(C1)C(C)(C1=CC=C(C=C1)OCC1=NC(=NC=C1)SC)C)OCC(OC)OC